5-(5-(5-chloropentyloxy)-1,3-dioxoisoindolin-2-yl)-6-methoxycyanopyridine ClCCCCCOC=1C=C2C(N(C(C2=CC1)=O)C=1C=CC(=NC1OC)C#N)=O